N(=[N+]=[N-])CCOCCOCCOCCNC(CC[C@H](NC(CCCCCCCCCCCCCCCCC(=O)OC(C)(C)C)=O)C(=O)OC(C)(C)C)=O (S)-tert-butyl 1-azido-16-(tert-butoxycarbonyl)-13,18-dioxo-3,6,9-trioxa-12,17-diazapentatriacontan-35-oate